silicon-magnesium phosphate P(=O)([O-])([O-])[O-].[Mg+2].[Si+4].P(=O)([O-])([O-])[O-]